butenolide sodium salt [Na].C1(C=CCO1)=O